(S)-2-[4-(2-chloro-phenoxy)-2-oxo-2,5-dihydro-pyrrol-1-yl]-4-methylpentanoic acid [1-((R)-2,3-dihydroxy-propyl)-1H-pyrazol-3-yl]-amide O[C@H](CN1N=C(C=C1)NC([C@H](CC(C)C)N1C(C=C(C1)OC1=C(C=CC=C1)Cl)=O)=O)CO